di(naphthaleneformyl) peroxide C1(=CC=CC2=CC=CC=C12)C(=O)OOC(=O)C1=CC=CC2=CC=CC=C12